OC1=C2C=CC(C2=CC=C1)=O 4-hydroxyindenone